(S)-3-(3-(3-(4-chloro-2-fluorophenyl)ureido)-4-((R)-1-ethoxy-2,2,2-trifluoroethyl)phenyl)-4-methoxybutanoic acid ClC1=CC(=C(C=C1)NC(NC=1C=C(C=CC1[C@H](C(F)(F)F)OCC)[C@H](CC(=O)O)COC)=O)F